CC1=CC(=CC=C1)C(=O)Cl toluoyl chloride